2-methoxy-4-[6-(tetrahydro-pyran-4-ylamino)imidazo[1,2-b]pyridazin-3-yl]phenol COC1=C(C=CC(=C1)C1=CN=C2N1N=C(C=C2)NC2CCOCC2)O